1-[2-(formyloxy)ethyl]pyrazole C(=O)OCCN1N=CC=C1